2,2-bis(4'-hydroxyphenyl)octane OC1=CC=C(C=C1)C(C)(CCCCCC)C1=CC=C(C=C1)O